ClC=1N=C(SC1C1=CC(=C2C=CC=NC2=C1)C1(CC1)C=1C(=C(C(=O)N)C=CC1)C)C (1-(7-(4-chloro-2-methylthiazol-5-yl)quinolin-5-yl)cyclopropyl)-2-methylbenzamide